(+/-)-N-(1-(4-chloropyridin-2-yl)-1-hydroxy-3-(pyrrolidin-1-yl)propan-2-yl)-2-(2,3-dihydro-1H-inden-2-yl)acetamide ClC1=CC(=NC=C1)C(C(CN1CCCC1)NC(CC1CC2=CC=CC=C2C1)=O)O